C(CC[C@@H](C(=O)O)NC(=O)C1=CC=C(NCC2=CN=C3N=C(N)NC(=O)C3=N2)C=C1)(=O)O.NCC(=O)O Glycine folate